2-(cyclohexyl-amino)-ethanesulfonic acid C1(CCCCC1)NCCS(=O)(=O)O